CN1C[C@H](CCC1)NC1=CC=C(N=N1)C1=C(C=C(C=C1C(F)(F)F)C(F)(F)F)O (S)-2-(6-((1-methylpiperidin-3-yl)amino)pyridazin-3-yl)-3,5-bis(trifluoromethyl)phenol